1-(2-(6-(4-(Aminomethyl)phenyl)-1,2,4,5-tetrazin-3-yl)ethyl)-3-methylurea NCC1=CC=C(C=C1)C1=NN=C(N=N1)CCNC(=O)NC